di(dihexylphenyl) carbonate C(OC1=C(C(=CC=C1)CCCCCC)CCCCCC)(OC1=C(C(=CC=C1)CCCCCC)CCCCCC)=O